BrC1=C(C=NN(C1=O)C)N[C@@H]1C[C@@H](CN(C1)C)C1=CC=C(C(=O)N2CC3(CC2)CN(CC3)C=3C=C2C(N(C(C2=CC3)=O)C3C(NC(CC3)=O)=O)=O)C=C1 5-[2-[4-[(3R,5R)-5-[(5-bromo-1-methyl-6-oxo-pyridazin-4-yl)amino]-1-methyl-3-piperidyl]benzoyl]-2,7-diazaspiro[4.4]nonan-7-yl]-2-(2,6-dioxo-3-piperidyl)isoindoline-1,3-dione